2-amino-N-(1-(4-chloro-7-ethoxy-2-(2-hydroxy-ethyl)-2H-indazol-6-yl)ethyl)pyrazolo[1,5-a]pyrimidine-3-carboxamide trifluoroacetate FC(C(=O)O)(F)F.NC1=NN2C(N=CC=C2)=C1C(=O)NC(C)C=1C=C(C2=CN(N=C2C1OCC)CCO)Cl